N1=C(C=CC=C1)N1N=CC=C1 1-(2-pyridyl)-pyrazole